C(CCC)C=1C=C(C=CC1)C1=NOC(=N1)CC(C(=O)OC(C)(C)C)=C tert-butyl 2-((3-(3-butylphenyl)-1,2,4-oxadiazol-5-yl)methyl)acrylate